1-(3-bromo-4-phenoxyphenyl)-3-phenylurea BrC=1C=C(C=CC1OC1=CC=CC=C1)NC(=O)NC1=CC=CC=C1